O=C1CCC2=CC(=CC=C12)C#N 1-oxo-2,3-dihydro-1H-indene-5-carbonitrile